1-{6,12-dibromo-9-oxa-2,4-diazatricyclo[8.4.0.0^{3,8}]tetradeca-1(10),3(8),4,6,11,13-hexaen-2-yl}-3-{3-oxa-7-azabicyclo[3.3.1]nonan-7-yl}propan-2-ol BrC=1C=NC=2N(C=3C=CC(=CC3OC2C1)Br)CC(CN1CC2COCC(C1)C2)O